5-(3-methyl-1H-1,2,4-triazol-5-yl)-1-{[(2S)-oxetan-2-yl]Methyl}-1H-1,3-benzodiazole CC1=NNC(=N1)C1=CC2=C(N(C=N2)C[C@H]2OCC2)C=C1